Fmoc-(1S,3R)-3-aminocyclopentanol C(=O)(OCC1C2=CC=CC=C2C2=CC=CC=C12)[C@]1(C[C@@H](CC1)N)O